FC1(C2CC(CC12)N1N=C(C2=C1CC([C@H]2O)(F)F)C(F)(F)F)F (4S)-1-{6,6-difluoro-bicyclo[3.1.0]hex-3-yl}-5,5-difluoro-3-(trifluoromethyl)-1H,4H,5H,6H-cyclopenta[c]pyrazol-4-ol